COC=1C(=CC2=C(N=C(S2)NC(CC2(NCCCC2)C2=CC=C(C=C2)S(=O)(=O)CC)=O)C1)OC N-(5,6-dimethoxybenzothiazol-2-yl)-2-[4-(ethylsulfonyl)phenyl]-2-piperidylacetamide